6-cyclopropyl-3-(4,4-difluoroazepan-1-yl)-5-methyl-N-(3-(S-methylsulfonimidoyl)phenyl)pyridazine-4-carboxamide C1(CC1)C1=C(C(=C(N=N1)N1CCC(CCC1)(F)F)C(=O)NC1=CC(=CC=C1)S(=O)(=N)C)C